butyl ((S)-2-((4-((((S)-2-amino-3,3,3-trifluoropropyl)amino)methyl)pyridin-2-yl)amino)-1-(4,4-difluorocyclohexyl)-2-oxoethyl)carbamate TFA salt OC(=O)C(F)(F)F.N[C@@H](CNCC1=CC(=NC=C1)NC([C@H](C1CCC(CC1)(F)F)NC(OCCCC)=O)=O)C(F)(F)F